3-AMINO-HEXANOIC ACID NC(CC(=O)O)CCC